ClC1=NC2=C(N1CC1=CC=C(C#N)C=C1)C=CC=C2OC 4-((2-chloro-4-methoxy-1H-benzo[d]imidazol-1-yl)methyl)benzonitrile